Triallylphosphat C(C=C)OP(=O)(OCC=C)OCC=C